6-{8-[(2-cyano-2-methylideneethyl)amino]-7-methoxynaphthalen-2-yl}-N-[(2R)-2-hydroxypropyl]pyridine-2-carboxamide C(#N)C(CNC=1C(=CC=C2C=CC(=CC12)C1=CC=CC(=N1)C(=O)NC[C@@H](C)O)OC)=C